5-bromo-2-[2-[5-(difluoromethyl)-3-isoxazolyl]phenoxy]-pyrimidine BrC=1C=NC(=NC1)OC1=C(C=CC=C1)C1=NOC(=C1)C(F)F